1-{9-[(2R,3R,4S,5R)-3,4-Dihydroxy-5-(hydroxymethyl)tetrahydrofur-2-yl]-N-adenineyl}-isopentan-1-on O[C@H]1[C@@H](O[C@@H]([C@H]1O)CO)N1C2=NC=NC(=C2N=C1)NC(CC(C)C)=O